C1(CC1)CCC(C1=CC=NC=C1)(N[S@](=O)C(C)(C)C)C=1C=CC(=C(C1)NC(=O)OC(=O)N1CCC(C1)(C(F)(F)F)OC)F 5-(3-cyclopropyl-1-((R)-1,1-dimethylethylsulfinamido)-1-(pyridin-4-yl)propyl)-2-fluorophenylcarbamoyl-4-methoxy-4-(trifluoromethyl)pyrrolidine-1-carboxylate